O1CCC(CC1)NC1=CC2=C(C=N1)C=C(N2)C2=NC(=NC=C2)NCC(F)(F)F N-(tetrahydro-2H-pyran-4-yl)-2-(2-(2,2,2-trifluoroethylamino)pyrimidin-4-yl)-1H-pyrrolo[3,2-c]pyridin-6-amine